C(C)C1=C(N(C2=C(N=CC=C21)Cl)COCC[Si](C)(C)C)C(=O)NC21CC(C2)(C1)F ethyl-7-chloro-N-{3-fluorobicyclo[1.1.1]pentan-1-yl}-1-{[2-(trimethylsilyl)ethoxy]methyl}pyrrolo[2,3-c]pyridine-2-carboxamide